N-(2-(2,6-dioxopiperidin-3-yl)-6-methoxy-1-oxoisoindolin-5-yl)acetamide O=C1NC(CCC1N1C(C2=CC(=C(C=C2C1)NC(C)=O)OC)=O)=O